2-{3-[2-(3-aminooxetan-3-yl)ethynyl]pyridin-4-yl}-3-[(3-fluoro-2-methoxyphenyl)amino]-1H,5H,6H,7H-pyrrolo[3,2-c]pyridin-4-one NC1(COC1)C#CC=1C=NC=CC1C1=C(C=2C(NCCC2N1)=O)NC1=C(C(=CC=C1)F)OC